Methylglucose Sesquioleate C(CCCCCCC\C=C/CCCCCCCC)(=O)O.CC(=O)[C@H](O)[C@@H](O)[C@H](O)[C@H](O)CO.C(CCCCCCC\C=C/CCCCCCCC)(=O)O.C(CCCCCCC\C=C/CCCCCCCC)(=O)O.CC(=O)[C@H](O)[C@@H](O)[C@H](O)[C@H](O)CO